2-(1-(2-amino-2-oxoethyl)-1H-pyrazol-4-yl)-N-(2-methyl-5-(2-(methyl(tetrahydro-2H-pyran-4-yl)amino)acetamido)pyridin-3-yl)pyrazolo[5,1-b]thiazole-7-carboxamide NC(CN1N=CC(=C1)C1=CN2C(S1)=C(C=N2)C(=O)NC=2C(=NC=C(C2)NC(CN(C2CCOCC2)C)=O)C)=O